C(C)(C)(C)OC(NCCCC(C1=NC2=C(N1CC)C=CC(=C2)OC)N)=O tert-butyl-(4-amino-4-(5-methoxy-1-ethyl-benzo[d]imidazol-2-yl)butyl)carbamate